N-(2-(2,6-dioxopiperidin-3-yl)-1,3-dioxoisoindolin-5-yl)-2,4,6-trimethylbenzenesulfonamide O=C1NC(CCC1N1C(C2=CC=C(C=C2C1=O)NS(=O)(=O)C1=C(C=C(C=C1C)C)C)=O)=O